CC1=CC=CC=2OCCN(C21)S(=O)(=O)C2=C(C=CC(=C2)C2=CC(=NO2)C)C 5-Methyl-4-((2-methyl-5-(3-methylisoxazol-5-yl)phenyl)sulfonyl)-3,4-dihydro-2H-benzo[b][1,4]oxazine